dinaphthogermole C1=CC=CC=2C=CC3=C(C4=C([GeH2]3)C=3C=CC=CC3C=C4)C12